C(C)(C)(C)NC1CCN(CC1)C1=CC=C2C(=N1)OCC=1C=C(C=CC12)C=1C=C(N=NC1)O 5-{3-[4-(tert-butylamino)piperidin-1-yl]-6H-isochromeno[3,4-b]pyridin-8-yl}pyridazin-3-ol